3-(4-bromo-5-chloro-6-fluoro-1H-indazol-7-yl)cyclopentan-1-ol BrC1=C2C=NNC2=C(C(=C1Cl)F)C1CC(CC1)O